5-chloro-3-cyclopropyl-N-(3-fluoro-4-(pyridin-2-yl)benzyl)pyrazolo[1,5-a]pyrimidin-7-amine ClC1=NC=2N(C(=C1)NCC1=CC(=C(C=C1)C1=NC=CC=C1)F)N=CC2C2CC2